C(=O)C1=C(C(=CC=C1)C)NC(C)=O N-(2-FORMYL-6-METHYL-PHENYL)-ACETAMIDE